benzo[g]quinoline N1=CC=CC2=CC3=C(C=C12)C=CC=C3